O1CCC2=C1C=CC(=C2)C(C)NC2=NC(=NC1=CC(=C(C=C21)OC)OC)C N-[1-(2,3-dihydro-1-benzofuran-5-yl)ethyl]-6,7-dimethoxy-2-methylquinazolin-4-amine